NC(CP(O)=O)(CC)CC=NO 2-amino-2-(hydroxyiminoethyl)butylphosphinic acid